C1=NC(=CC=NC=CN=CC=NC=COC=2C1=C1C=CC=NC1=CC2)C(=O)N oxa[4,7,10,14]tetraazacycloheptadecino[16,17-f]quinoline-3-carboxamide